(7-chloro-2-(2-chloro-3-(trifluoromethyl)pyridin-4-yl)benzo[d]Oxazol-5-yl)methanol tert-butyl-((8-bromo-3-methyl-4-oxo-4H-pyrido[1,2-a]pyrimidin-2-yl)methyl)(2-hydroxyethyl)carbamate C(C)(C)(C)C(CN(C(=O)OCC=1C=C(C2=C(N=C(O2)C2=C(C(=NC=C2)Cl)C(F)(F)F)C1)Cl)CC=1N=C2N(C(C1C)=O)C=CC(=C2)Br)O